BrC1=C(C=C(COC=2C=C3CCC(C3=CC2)=O)C=C1)Cl 5-((4-bromo-3-chlorobenzyl)oxy)-2,3-dihydro-1H-inden-1-one